C1(CC1)[C@@H]1N(CCN(C1)C1=C2C(=NC=C1)N(CC2)C(NC=2C(=CC=1N(C2)C=C(N1)C)F)=O)C(=O)OC(C)(C)C tert-butyl (S)-2-cyclopropyl-4-(1-((7-fluoro-2-methylimidazo[1,2-a]pyridin-6-yl)carbamoyl)-2,3-dihydro-1H-pyrrolo[2,3-b]pyridin-4-yl)piperazine-1-carboxylate